[Pb].[Ir] iridium-lead